methyl 2-cyano-5-fluorobenzoate C(#N)C1=C(C(=O)OC)C=C(C=C1)F